(R)-N-(2-(4-methylpiperazin-1-yl)ethyl)-3,3-diphenyl-N-(1-phenylethyl)prop-2-en-1-amine CN1CCN(CC1)CCN(CC=C(C1=CC=CC=C1)C1=CC=CC=C1)[C@H](C)C1=CC=CC=C1